4-(5-(4-aminopiperidin-1-yl)-8-(4-hydroxy-3-methoxyphenyl)imidazolo[1,2-c]pyrimidin-7-yl)-2-fluorobenzonitrile formate C(=O)O.NC1CCN(CC1)C1=NC(=C(C=2N1C=CN2)C2=CC(=C(C=C2)O)OC)C2=CC(=C(C#N)C=C2)F